C(C=C)(=O)OCCC=1C(=C(C(C(=O)O)=CC1)C(=O)O)CC(C)O.ClC1=C(C(=O)NC(NC=2C=NC=CC2)=O)C=CC(=N1)Cl 2,6-dichloro-N-(pyridin-3-ylcarbamoyl)nicotinamide acryloyloxyEthyl-2-hydroxypropyl-phthalate